O[C@H](COC=1C=C(C=CC1)S(=O)(=O)NC)CNC1COC2(C1)CCN(CC2)S(=O)(=O)C=2C=NC=CC2 3-((2S)-2-hydroxy-3-(8-(pyridin-3-ylsulfonyl)-1-oxa-8-azaspiro[4.5]decan-3-ylamino)propoxy)-N-methylbenzenesulfonamide